triacontaenoic acid C(C=CCCCCCCCCCCCCCCCCCCCCCCCCCCC)(=O)O